4-[7-(1H-indol-5-ylmethyl)-2,7-diazaspiro[3.5]non-2-yl]-6-(2,2,2-trifluoroethyl)quinazoline N1C=CC2=CC(=CC=C12)CN1CCC2(CN(C2)C2=NC=NC3=CC=C(C=C23)CC(F)(F)F)CC1